1-(4-(5-(trifluoromethyl)pyrimidin-2-yl)piperazin-1-yl)prop-2-yn-1-one FC(C=1C=NC(=NC1)N1CCN(CC1)C(C#C)=O)(F)F